2-nitrophenyl acetate C(C)(=O)OC1=C(C=CC=C1)[N+](=O)[O-]